FC=1C(=C2C=3N([C@@H](CO2)C)C=C(C(C3C1)=O)C(=O)O)N1CCN(CC1)C |r| (±)-9-fluoro-2,3-dihydro-3-methyl-10-(4-methyl-1-piperazinyl)-7-oxo-7H-pyrido[1,2,3-de][1,4]benzoxazine-6-carboxylic acid